3-Cyano-2-(prop-1-en-2-yl)-N-(1-(tetrahydro-2H-pyran-2-yl)-1H-indazol-6-yl)benzamide C(#N)C=1C(=C(C(=O)NC2=CC=C3C=NN(C3=C2)C2OCCCC2)C=CC1)C(=C)C